FC1=C(C(=CC=C1)F)C1=N[C@H](C2=NN=C(N2C=2SC=3[C@H](CCOCC3C12)F)C)C (7S,16S)-9-(2,6-difluorophenyl)-16-fluoro-3,7-dimethyl-13-oxa-18-thia-2,4,5,8-tetraazatetracyclo[8.8.0.02,6.011,17]octadeca-1(10),3,5,8,11(17)-pentaene